BrC=1C(=CC=2C3(C4=CC=CC=C4C2C1)C1=CC=CC=C1C=1C=CC=CC13)NC1=CC=CC=C1 3-Bromo-N-phenyl-9,9'-spirobi[fluorene]-2-amine